tert-butyl 5-[4-hydroxy-5-(2,2,2-trifluoroethyl)pyrimido[5,4-b]indol-8-yl]-3,6-dihydro-2H-pyridine-1-carboxylate OC1=NC=NC2=C1N(C=1C=CC(=CC21)C2=CCCN(C2)C(=O)OC(C)(C)C)CC(F)(F)F